(3-(2-chlorophenyl)-1,4-dioxaspiro[4.5]dec-2-yl) ethylaminosulfonate C(C)NS(=O)(=O)OC1OC2(OC1C1=C(C=CC=C1)Cl)CCCCC2